3-chloro-6-((1-(4-(difluoromethyl)phenyl)-4-methyl-1H-1,2,3-triazol-5-yl)methoxy)-4-methylpyridazine ClC=1N=NC(=CC1C)OCC1=C(N=NN1C1=CC=C(C=C1)C(F)F)C